2-Chloro-N-[1-(4-chlorophenyl)-1H-indazol-4-yl]-5-([(methoxyacetyl)amino]methyl)benzamide ClC1=C(C(=O)NC2=C3C=NN(C3=CC=C2)C2=CC=C(C=C2)Cl)C=C(C=C1)CNC(COC)=O